P(O)(=O)(OP(=O)(O)OP(=O)(O)O)OC[C@@H]1[C@H]([C@H]([C@@H](O1)C1=CNC(=S)NC1=O)O)O 2-thio-pseudouridine triphosphate